BrC1=C(C=C(C=C1)Cl)CC1=CC=C(C=C1)O (2-Bromo-5-chlorophenyl)(4-hydroxyphenyl)methane